methanesulfonic acid 2-amino-1-(5-fluoropyridin-2-yl)-2-oxoethyl ester NC(C(C1=NC=C(C=C1)F)OS(=O)(=O)C)=O